trans-4-[(2-amino-3,5-dibromobenzyl)amino]adamantan-1-ol NC1=C(CNC2C3CC4(CC(CC2C4)C3)O)C=C(C=C1Br)Br